5-[6-(cyclopropylamino)-2-fluoropyridin-3-yl]-N-[(3S)-9-fluoro-2-oxo-5-phenyl-1,3-dihydro-1,4-benzodiazepine-3-yl]-1-(1-methylpiperidin-4-yl)pyrazole-4-carboxamide C1(CC1)NC1=CC=C(C(=N1)F)C1=C(C=NN1C1CCN(CC1)C)C(=O)N[C@@H]1C(NC2=C(C(=N1)C1=CC=CC=C1)C=CC=C2F)=O